C(#N)C1=C(SC=C1C(C)(C)O)S(=O)(=O)N 3-cyano-4-(2-hydroxy-prop-2-yl)thiophene-2-sulfonamide